dibromoxylene CC1=C(C(=C(C=C1)Br)Br)C